N-(3-Amino-3-methyl-butyl)-2-(3-cyanophenyl)-3-(2,6-dimethyl-4-pyridyl)pyrazolo[1,5-a]pyrimidine-5-carboxamide NC(CCNC(=O)C1=NC=2N(C=C1)N=C(C2C2=CC(=NC(=C2)C)C)C2=CC(=CC=C2)C#N)(C)C